BrC1=CC=C(C=C1)C1[C@H]2N(CCC1)[C@H](CO2)C2=CC=CC=C2 (3S,8aS)-8-(4-bromophenyl)-3-phenylhexahydro-2H-oxazolo[3,2-a]pyridine